N-((1r,4r)-4-(2-methoxyethoxy)cyclohexyl)-2-(1-methyl-1H-imidazol-5-yl)-6-(trifluoromethyl)pyrimidine-4-carboxamide COCCOC1CCC(CC1)NC(=O)C1=NC(=NC(=C1)C(F)(F)F)C1=CN=CN1C